2-[1-(benzenesulfonyl)indol-3-yl]Propan-1-amine C1(=CC=CC=C1)S(=O)(=O)N1C=C(C2=CC=CC=C12)C(CN)C